Benzyl 4-[2-[[(2S)-1-methylpyrrolidin-2-yl]methoxy]-6-(1-naphthylcarbamoyl)pyrimidin-4-yl]piperazine-1-carboxylate CN1[C@@H](CCC1)COC1=NC(=CC(=N1)N1CCN(CC1)C(=O)OCC1=CC=CC=C1)C(NC1=CC=CC2=CC=CC=C12)=O